3-(2,4-difluorophenoxy)-6-(2,5,6-trimethylpyrimidin-4-yl)-5,6,7,8-tetrahydro-1,6-naphthyridine FC1=C(OC=2C=NC=3CCN(CC3C2)C2=NC(=NC(=C2C)C)C)C=CC(=C1)F